BrC1=CC=C(C=2N=CC(=NC12)OC)C(=O)OC methyl 8-bromo-2-methoxyquinoxaline-5-carboxylate